ClC=1C=C(C(=NC1)C1=CC=C(C=N1)[C@H](CN)F)OC=1N(N=C(C1)C1CCOCC1)C (2R)-2-[6-[5-chloro-3-[2-methyl-5-(oxan-4-yl)pyrazol-3-yl]oxypyridin-2-yl]pyridin-3-yl]-2-fluoroethanamine